ClCC1OC1 2-Chloromethyloxirane